2-benzylbutanenitrile C(C1=CC=CC=C1)C(C#N)CC